3-(4-(2,5-dimethoxycinnamoyl)aminophenyl)propionic acid COC1=C(C=CC(=O)NC2=CC=C(C=C2)CCC(=O)O)C=C(C=C1)OC